FC=1C=C(C=C(C1)F)[C@@H]1[C@H](CNCC1)C=1C=NN2CCOC3=C(C21)C=CC(=C3)C(=O)N ((3S,4S)-4-(3,5-difluorophenyl)piperidin-3-yl)-5,6-dihydrobenzo[f]pyrazolo[1,5-d][1,4]oxazepin-9-carboxamide